(R)-(3,4-dichloro-5-fluoro-1H-indol-2-yl)(4-(4,4-difluoropyrrolidine-2-carbonyl)piperazin-1-yl)methanone ClC1=C(NC2=CC=C(C(=C12)Cl)F)C(=O)N1CCN(CC1)C(=O)[C@@H]1NCC(C1)(F)F